(penta-fluoro-phenyl) borate B(OC1=C(C(=C(C(=C1F)F)F)F)F)([O-])[O-]